C1(=CC=C(C=C1)CN1CC2=C(C(=C(C=C2C[C@H]1C(=O)NS(=O)(=O)C1=CC(=C(C=C1)Cl)[N+](=O)[O-])Br)OCC1=CC=C(C=C1)[N+](=O)[O-])Br)C1=CC=CC=C1 (S)-2-([1,1'-biphenyl]-4-ylmethyl)-6,8-dibromo-N-((4-chloro-3-nitrophenyl)sulfonyl)-7-((4-nitrobenzyl)oxy)-1,2,3,4-tetrahydroisoquinoline-3-carboxamide